C(#N)C1=CC=C(C=C1)[C@H]1[C@@H](CN(C1)C)CC1=C2C=CN(C2=C(C=C1C)C)C(=O)OC(C)(C)C |r| racemic-tert-butyl 4-(((3S*,4R*)-4-(4-cyanophenyl)-1-methylpyrrolidin-3-yl)methyl)-5,7-dimethyl-1H-indole-1-carboxylate